FC=1C=C(OC2=CC(=NC=C2)NC(N(C[C@H](C(F)(F)F)O)CC)=O)C=C(C1)F 3-[4-(3,5-difluorophenoxy)-2-pyridyl]-1-ethyl-1-[(2R)-3,3,3-trifluoro-2-hydroxy-propyl]urea